1-(6-p-methoxyphenyl-hexyl)-piperazine COC1=CC=C(C=C1)CCCCCCN1CCNCC1